O=C1NC(CCC1N1CC2=CC=C(C=C2C1=O)OC(N(C12CC(C1)(C2)C(C2=CC=C(C=C2)OC)(F)F)C)=O)=O (2-(2,6-dioxopiperidin-3-yl)-3-oxoisoindolin-5-yl)methyl(3-(difluoro(4-methoxyphenyl) methyl) bicyclo[1.1.1]pentan-1-yl)carbamate